O1CCC(CC1)=CC#N (tetrahydropyran-4-ylidene)acetonitrile